1-bromo-3,5-dimethylhexane BrCCC(CC(C)C)C